5-(methylthio)naphthalen CSC1=C2C=CC=CC2=CC=C1